CC1(CCC=2C(=NNC2C1)C=1NC2=CC(=CC=C2C1)C(=O)N1CCC(CC1)CN1CCN(CC1)C=1C=CC(=NC1)C1C(NC(CC1)=O)=O)C 3-(5-(4-((1-(2-(6,6-dimethyl-4,5,6,7-tetrahydro-1H-indazol-3-yl)-1H-indole-6-carbonyl)piperidin-4-yl)methyl)piperazin-1-yl)pyridin-2-yl)piperidine-2,6-dione